FC=1C=C(C=CC1)[C@@H]1N(CCC1)C=1C=CC=2N(N1)C(=CN2)C2=CC=CC(=N2)N2CCC(CC2)N(C)CC2=C(C=CC=C2)NC2C(NC(CC2)=O)=O 3-((2-(((1-(6-(6-((R)-2-(3-fluorophenyl)pyrrolidin-1-yl)imidazo[1,2-b]pyridazin-3-yl)pyridin-2-yl)piperidin-4-yl)(methyl)amino)methyl)phenyl)amino)piperidine-2,6-dione